4-(2-bromoacetyl)-benzene-1-sulfonylfluoride BrCC(=O)C1=CC=C(C=C1)S(=O)(=O)F